FC=1C=CC2=C(OC3=C(C(=N2)N2CCN(CC2)CC2(CC2)C(=O)O)C=CC(=C3)C)C1 1-((4-(7-fluoro-3-methyldibenzo[b,f][1,4]oxazepin-11-yl)piperazin-1-yl)methyl)cyclopropanecarboxylic acid